2-Methoxy-N-(8'-(2-oxotetrahydropyrimidin-1(2H)-yl)-4'H-spiro[cyclopropane-1,5'-naphtho[2,1-d]isoxazol]-3'-yl)benzenesulfonamide COC1=C(C=CC=C1)S(=O)(=O)NC1=NOC2=C1CC1(C3=CC=C(C=C32)N3C(NCCC3)=O)CC1